methyl (E)-2-(4-bromo-2-(3-(5-(((6-bromopyridin-2-yl)oxy)methyl)-2-chloropyridin-4-yl)prop-1-en-1-yl)-5-methylphenyl)acetate BrC1=CC(=C(C=C1C)CC(=O)OC)\C=C\CC1=CC(=NC=C1COC1=NC(=CC=C1)Br)Cl